BrC1=C(CN2C(N(C(C3=CC=C(C=C23)C(=O)NCC2=C(C=C(C=C2F)F)F)C)C)=O)C(=CC=C1C)F 1-(2-bromo-6-fluoro-3-methylbenzyl)-3,4-dimethyl-2-oxo-N-(2,4,6-trifluorobenzyl)-1,2,3,4-tetrahydroquinazoline-7-carboxamide